(1R,2S,6R,7S)-4-[6-[(2-chloro-4-pyridinyl)oxy]-1,3-benzothiazol-2-yl]-4-azatricyclo[5.2.1.02,6]dec-8-en-3,5-dione ClC1=NC=CC(=C1)OC1=CC2=C(N=C(S2)N2C([C@H]3[C@H]4C=C[C@@H]([C@H]3C2=O)C4)=O)C=C1